2-[2-(aminomethyl)-3,3-difluoro-allyl]-4-[[5-(1-ethylpyrazol-4-yl)benzothien-2-yl]methyl]-1,2,4-triazol-3-one NCC(CN1N=CN(C1=O)CC=1SC2=C(C1)C=C(C=C2)C=2C=NN(C2)CC)=C(F)F